2-((2-((2-((2-(λ1-oxidaneyl)ethyl)peroxy)ethyl)peroxy)ethyl)-(2-methoxyethyl)peroxy)acetic acid [O]CCOOCCOOCCC(COOCC(=O)O)OC